3,5-difluoro-4-(6-fluoro-3-pyridyl)phenol FC=1C=C(C=C(C1C=1C=NC(=CC1)F)F)O